C(C#C)OCCC(=O)ON1C(CCC1=O)=O 3-propargyloxypropionic acid, succinimidyl ester